C(#N)C1=C(C=CC=C1)SC=1C=2N(C=C(C1)C=1C=NN(C1)C1CCS(CC1)(=O)=O)N=CC2C#N 4-((2-cyanophenyl)thio)-6-(1-(1,1-dioxidotetrahydro-2H-thiopyran-4-yl)-1H-pyrazol-4-yl)pyrazolo[1,5-a]pyridine-3-carbonitrile